N1=C(C=C2N1C=CC=C2)C2N(CCC1=C2N=CN1)C1=CC=C(C=N1)C(=O)N1CCCC1 (6-(4-(pyrazolo[1,5-a]pyridin-2-yl)-1,4,6,7-tetrahydro-5H-imidazo[4,5-c]pyridin-5-yl)pyridin-3-yl)(pyrrolidin-1-yl)methanone